(±)-trans-N-(8-amino-6-(3-((tert-butyldimethylsilyloxy)methyl)-5-methyl-1-(tetrahydro-2H-pyran-2-yl)-1H-pyrazol-4-yl)isoquinolin-3-yl)-2-cyanocyclopropanecarboxamide NC=1C=C(C=C2C=C(N=CC12)NC(=O)[C@H]1[C@@H](C1)C#N)C=1C(=NN(C1C)[C@@H]1OCCCC1)CO[Si](C)(C)C(C)(C)C |&1:25|